2-ethyl-5-methyl-3H-pyrazolin-3-one C(C)N1NC(CC1=O)C